10-(4-carbomethoxyphenyl)phenothiazine Ethyl-4-((4-bromo-2,6-difluorobenzyl)amino)-7-methoxy-1,8-naphthyridine-3-carboxylate C(C)OC(=O)C=1C=NC2=NC(=CC=C2C1NCC1=C(C=C(C=C1F)Br)F)OC.C(=O)(OC)C1=CC=C(C=C1)N1C2=CC=CC=C2SC=2C=CC=CC12